FC1=C(C(=C(C(=C1C=C)F)F)F)F Pentafluoro-(2-phenyl-ethylen)